OCCNCC=1C=C(C(N(C1)C)=O)C(=O)NC=1C(=C(C=CC1)C1=CC=CC=C1)C 5-{[(2-Hydroxyethyl)amino]methyl}-1-methyl-N-(2-methylbiphenyl-3-yl)-2-oxo-1,2-dihydropyridin-3-carboxamid